5-(2-(piperidin-4-ylmethyl)-1H-pyrrolo[2,3-b]pyridin-4-yl)-1H-indazol-3-amine N1CCC(CC1)CC1=CC=2C(=NC=CC2C=2C=C3C(=NNC3=CC2)N)N1